1-[4-[5-isopropoxy-3-(trifluoromethyl)pyrazol-1-yl]phenyl]methanamine C(C)(C)OC1=CC(=NN1C1=CC=C(C=C1)CN)C(F)(F)F